(E)-tributyl(2-ethoxyvinyl)stannane C(CCC)[Sn](\C=C\OCC)(CCCC)CCCC